[Si](C)(C)(C(C)(C)C)OCC[C@@H](C)O (R)-4-((tert-butyldimethylsilyl)oxy)butane-2-ol